sodium adipate, sodium salt [Na+].C(CCCCC(=O)[O-])(=O)[O-].[Na+]